(2-bromo-6-fluoro-3-nitro-phenyl)methanol BrC1=C(C(=CC=C1[N+](=O)[O-])F)CO